tert-butyl (S)-3-(3-fluoro-4-(7-((3-(4-fluoropiperidin-1-yl)propyl)carbamoyl)benzo[d]imidazo[2,1-b]thiazol-2-yl)phenyl)pyrrolidine-1-carboxylate FC=1C=C(C=CC1C=1N=C2SC3=C(N2C1)C=CC(=C3)C(NCCCN3CCC(CC3)F)=O)[C@H]3CN(CC3)C(=O)OC(C)(C)C